amino-2-(6-(3,3-dimethylbutoxy)pyridin-3-yl)-6-methylpyrimidine-5-carboxylic acid ethyl ester C(C)OC(=O)C=1C(=NC(=NC1C)C=1C=NC(=CC1)OCCC(C)(C)C)N